ClC1=CC2=C(C=N1)C(=NN2C2=NC(=CC=C2)C(C)(F)F)C(C)=O 1-(6-chloro-1-(6-(1,1-difluoroethyl)pyridin-2-yl)-1H-pyrazolo[4,3-c]pyridin-3-yl)ethan-1-one